(Z)-alpha-Bisabolene CC1=CCC(CC1)/C(=C\CC=C(C)C)/C